1-(1-(5-methoxy-2-methyl-4-nitrophenyl)piperidin-4-yl)-4-(piperidin-4-yl)piperazine COC=1C(=CC(=C(C1)N1CCC(CC1)N1CCN(CC1)C1CCNCC1)C)[N+](=O)[O-]